N-(1''-(5-(1-hydroxy-2,2-dimethylpropyl)furan-2-carbonyl)dispiro[cyclopropane-1,1'-cyclohexane-4',3''-indolin]-5''-yl)methanesulfonamide OC(C(C)(C)C)C1=CC=C(O1)C(=O)N1CC2(C3=CC(=CC=C13)NS(=O)(=O)C)CCC1(CC2)CC1